C(CCCCCCCCC(=O)[O-])(=O)OCCCCCCCCCCCCCCCCCCCCCC behenyl sebacate